ClC1=NC(=NC(=N1)Cl)NC1=CC=C(C=C1)S(=O)(=O)O p-[(4,6-dichloro-1,3,5-triazin-2-yl)amino]benzenesulfonic acid